trimethylsilyloxysilicic acid C[Si](OO[Si](O)(O)O)(C)C